CC1OC(CN(C1)C1=CC=C(C(=N1)C)NC1C2CC(C(C1)C2)N)C N2-(6-(2,6-dimethylmorpholino)-2-methylpyridin-3-yl)bicyclo[2.2.1]heptane-2,5-diamine